ClC=1C=C(C=C(C1)F)[C@@H]1N(OCC1)C1=CC(=NC=N1)NC=1C(=CC(=C(C1)NC(C=C)=O)N1CCC(CC1)O)OC N-(5-((6-((R)-3-(3-chloro-5-fluorophenyl)isoxazolidine-2-yl)pyrimidine-4-yl)amino)-2-(4-hydroxypiperidine-1-yl)-4-methoxyphenyl)acrylamide